ClC=1C(=CC(=C(N(C)C2=C(C=CC=C2)F)C1)C)N=CN1CCSCC1 5-chloro-N-(2-fluorophenyl)-N,2-dimethyl-4-((thiomorpholinomethylene)amino)aniline